FC1=CC=C(C=C1)C=1C(C=NN(C1)CC1CCOCC1)=O 5-(4-fluorophenyl)-4-oxo-1-((tetrahydro-2H-pyran-4-yl)methyl)-1,4-dihydropyridazine